ClC=1C=NC=CC1C1CN(C1)[C@H]1[C@@H](CCCC1)OC=1C=C2CN(C(C2=CC1)=O)N1C(CCCC1=O)=O (5-(((trans)-2-(3-(3-chloropyridin-4-yl)azetidin-1-yl)cyclohexyl)oxy)-1-oxoisoindolin-2-yl)piperidine-2,6-dione